(6-chloro-2,3-dimethoxyphenyl)boronic acid ClC1=CC=C(C(=C1B(O)O)OC)OC